(2S)-N-ethyl-2-({2-[3-(trifluoromethoxy)phenyl][1,2,4]triazolo[1,5-c]quinazolin-5-yl}amino)butanamide C(C)NC([C@H](CC)NC1=NC=2C=CC=CC2C=2N1N=C(N2)C2=CC(=CC=C2)OC(F)(F)F)=O